ClC1=NC=C(C(=O)NC[C@H](C(C)(C)O)F)C(=C1)N[C@H](C)C#N 6-chloro-4-(((R)-1-cyanoethyl)amino)-N-((R)-2-fluoro-3-hydroxy-3-methylbutyl)nicotinamide